(R)-4-(5-chloropyrimidin-2-yl)-2-(hydroxymethyl)-3,6-dihydropyridine-1(2H)-carboxylic acid tert-butyl ester C(C)(C)(C)OC(=O)N1[C@H](CC(=CC1)C1=NC=C(C=N1)Cl)CO